8-(6-(1-(2-(4,4-dimethylpiperidin-1-yl)ethoxy)-2,2,2-trifluoroethyl)pyridin-3-yl)-1-isopropyl-3-methyl-1,3-dihydro-2H-imidazo[4,5-c]cinnolin-2-one CC1(CCN(CC1)CCOC(C(F)(F)F)C1=CC=C(C=N1)C1=CC=2C3=C(N=NC2C=C1)N(C(N3C(C)C)=O)C)C